O.P(=O)(O)(O)O[C@@H]1[C@H]2[C@]34C=5C(=C(C=CC5C[C@H]([C@@H]3C=C1)N(C)CC4)OC)O2.O.O.C2=CC(OC)=C4C=1[C@@]35[C@@H](O4)[C@@H](OP(=O)(O)O)C=C[C@H]3[C@@H](CC21)N(C)CC5 codeine phosphate sesquihydrate